[N+](=O)([O-])C1C(CC=CC1)C1=CC=CC=C1 2-nitro-1,2,3,6-tetrahydro-1,1'-biphenyl